O[C@@H](C(=O)[O-])CC (R)-hydroxybutyrate